[O-]P([O-])(=O)OP(=O)([O-])[O-].S(=O)(=O)(O)O.[Fe+3].[Na+] sodium ferric sulfate pyrophosphate